CN1C(=NC=C1)C(=O)ON=CC1=C(C=CC=C1F)Cl 2-Chloro-6-fluorobenzaldehyde-O-(1-methyl-1H-imidazole-2-carbonyl) oxime